tert-butyl (3R)-3-[(4-iodo-2-pyridyl)-[4-(1-methyltriazol-4-yl)benzoyl]amino]piperidine-1-carboxylate IC1=CC(=NC=C1)N([C@H]1CN(CCC1)C(=O)OC(C)(C)C)C(C1=CC=C(C=C1)C=1N=NN(C1)C)=O